2-(2,4-dimethyl-3-cyclohexen-1-yl)-5-methyl-5-(1-methylpropyl)-1,3-dioxacyclohexane CC1C(CCC(=C1)C)C1OCC(CO1)(C(CC)C)C